ClC1=CC2=C(C=N1)CNC2=O 6-Chloro-2H,3H-pyrrolo[3,4-c]pyridin-1-one